2-(1,5-dimethyl-1H-pyrazol-4-yl)-N-(5-(1-isopropylazetidine-3-carboxamido)-2-methylpyridin-3-yl)pyrazolo[5,1-b]thiazole-7-carboxamide CN1N=CC(=C1C)C1=CN2C(S1)=C(C=N2)C(=O)NC=2C(=NC=C(C2)NC(=O)C2CN(C2)C(C)C)C